ClC=1C=C(C=C(C1)Cl)C=1OC2=C(N1)C=CC(=C2)C(=O)OCCN(C)C 2-(dimethylamino)ethyl 2-(3,5-dichlorophenyl)benzo[d]oxazole-6-carboxylate